FC1=CC=C(OC2=CN3C(=C(C=C3C=C2)C)C(=O)NC2(C(NCC2)=O)CO)C=C1 6-(4-fluorophenoxy)-N-(3-(hydroxymethyl)-2-oxopyrrolidin-3-yl)-2-methylindolizine-3-carboxamide